C(CCCCC)#N Hexannitril